3-ethyl-benzothiazoline-6-sulfonic acid diammonium salt [NH4+].[NH4+].C(C)N1CSC2=C1C=CC(=C2)S(=O)(=O)[O-].C(C)N2CSC1=C2C=CC(=C1)S(=O)(=O)[O-]